ClC=1C(=CC(=C(C(=O)NC2=C(C=NC=C2)C)C1)NC1=C(C=C(C=C1)F)CC)F 5-chloro-2-((2-ethyl-4-fluorophenyl)-amino)-4-fluoro-N-(3-methylpyridin-4-yl)benzamide